N-{6-[(2-chloro-5-fluorophenyl)carbonyl]-7-cyano-1-methyl-2-oxo-3-(2,2,2-trifluoroethyl)benzo[d]imidazol-5-yl}-5-fluoro-3-(trifluoromethyl)benzamide ClC1=C(C=C(C=C1)F)C(=O)C=1C(=CC2=C(N(C(N2CC(F)(F)F)=O)C)C1C#N)NC(C1=CC(=CC(=C1)F)C(F)(F)F)=O